(6-(1,1-difluoro-5-azaspiro[2.4]heptan-5-yl)-5-methylpyridin-3-yl)(4-(5-methyloxazolo[4,5-b]pyridin-2-yl)piperazin-1-yl)methanone FC1(CC12CN(CC2)C2=C(C=C(C=N2)C(=O)N2CCN(CC2)C=2OC=1C(=NC(=CC1)C)N2)C)F